tert-butyl (R)-4-(((S)-1-aminopropan-2-yl)(methyl)amino)-3-(3-(difluoromethoxy)benzyl)-4-oxobutanoate NC[C@H](C)N(C([C@@H](CC(=O)OC(C)(C)C)CC1=CC(=CC=C1)OC(F)F)=O)C